4-(3-Chloroanilino)-6'-(methoxymethyl)-2'-[(2R)-2-methyl-3-{[(5R)-5-methyl-5,6,7,8-tetrahydroquinolin-4-yl]oxy}propyl]-2',3'-dihydrospiro[cyclohexane-1,1'-indene]-4-carboxylic acid ClC=1C=C(NC2(CCC3(C(CC4=CC=C(C=C34)COC)C[C@H](COC3=CC=NC=4CCC[C@H](C34)C)C)CC2)C(=O)O)C=CC1